tert-butyl (S)-2-((3-(methoxycarbonyl)phenoxy)methyl)pyrrolidine-1-carboxylate COC(=O)C=1C=C(OC[C@H]2N(CCC2)C(=O)OC(C)(C)C)C=CC1